COC1CCN(CC1)C(\C=C\C1=C(N=C2N1C=CC=C2)C2=CC=CC=C2)=O (E)-1-(4-methoxypiperidin-1-yl)-3-(2-phenylimidazo[1,2-a]pyridin-3-yl)prop-2-en-1-one